FC1=C(C=C(C=C1)F)[C@@H]1N(CCC1)C1=NC=2N(C=C1)N=CC2N2N=CC(=C2)C=O (R)-1-(5-(2-(2,5-difluorophenyl)pyrrolidin-1-yl)pyrazolo[1,5-a]pyrimidin-3-yl)-1H-pyrazole-4-carbaldehyde